O1C=CC2=C1C=CC=C2B(O)O Benzofuran-4-ylboronic acid